2-benzyl 1-{tert-butyl} (2R,4S)-4-amino-2-(4-(4,4,5,5-tetramethyl-1,3,2-dioxaborolan-2-yl)butyl)piperidine-1,2-dicarboxylate N[C@@H]1C[C@@](N(CC1)C(=O)OC(C)(C)C)(C(=O)OCC1=CC=CC=C1)CCCCB1OC(C(O1)(C)C)(C)C